3,4-Dichloro-l-1-(1-(tetrahydro-2H-pyran-2-yl)-1H-pyrazol-4-yl)-9,10-dihydro-6H-azepino[1,2-a]indol-7(8H)-one ClC1=CC(=C2C=C3N(C2=C1Cl)CC(CCC3)=O)C=3C=NN(C3)C3OCCCC3